N-[2-(1,3-Dimethylbutyl)phenyl]-5-fluoro-1,3-dimethyl-1H-pyrazol-4-carboxamid CC(CC(C)C)C1=C(C=CC=C1)NC(=O)C=1C(=NN(C1F)C)C